7-amino-7,8-dihydro-4H-[1,2,3]triazolo-[1,5-a][1,4]diazepin-6(5H)-one NC1C(NCC=2N(C1)N=NC2)=O